O[C@@]1(C(N(CC1)C)=O)C1=CC(=NO1)C=1C=C(C=CC1)C=1C(=NC(=NC1)OC)C(=O)N (R)-5-(3-(5-(3-hydroxy-1-methyl-2-oxopyrrolidin-3-yl)isoxazol-3-yl)phenyl)-2-methoxypyrimidine-4-carboxamide